NOC(=S=S)[S-] aminoxanthate sulphide